COC(=O)C1=C[C@H]([C@@H](CC1)C(=C)C)C1=C(C=C(C=C1O)CCCCC)O (3R-trans)-3-(2,6-dihydroxy-4-pentylphenyl)-4-(1-methylethenyl)-1-cyclohexene-1-carboxylic acid methyl ester